N-(5-aminopentyl)-4-((3-(2,3-difluoro-4-methoxyphenyl)imidazo[1,2-a]pyrazin-8-yl)amino)-2-methylbenzamide hydrochloride Cl.NCCCCCNC(C1=C(C=C(C=C1)NC=1C=2N(C=CN1)C(=CN2)C2=C(C(=C(C=C2)OC)F)F)C)=O